[NH3+]C(CCC[NH3+])C(=O)NC(CCC[NH3+])C(=O)OCCNC(C(CCCNC(CCCN(C)C)=O)NC(CCCN(C)C)=O)=O [4-azaniumyl-5-[[4-azaniumyl-1-[2-[2,5-bis[4-(dimethylamino)butanoylamino]pentanoylamino]ethoxycarbonyl]butyl]amino]-5-oxo-pentyl]ammonium